acryloyloxyethyl propylene oxide C(C=C)(=O)OCCC1C(C)O1